Cl.COC1=C(CNC=2C=3N(N=C(C2)SC2CCNCC2)C(=CN3)C)C=CC=C1 N-(2-METHOXYBENZYL)-3-METHYL-6-(PIPERIDIN-4-YLTHIO)IMIDAZO[1,2-B]PYRIDAZIN-8-AMINE HYDROCHLORIDE